OC=1C=C(C[C@@H](N)C(=O)O)C=CC1O 3,4-dihydroxy-D-phenylalanine